tert-butyl (tert-butoxycarbonyl)(1-(4-cyanophenyl)-3-morpholino-1H-pyrazol-4-yl)carbamate C(C)(C)(C)OC(=O)N(C(OC(C)(C)C)=O)C=1C(=NN(C1)C1=CC=C(C=C1)C#N)N1CCOCC1